2-(((3R,4S)-3-hydroxy-3-(hydroxymethyl)-4-(3,4,5-trifluorophenoxy)pyrrolidin-1-yl)sulfonyl)-5-(trifluoromethyl)benzonitrile O[C@]1(CN(C[C@@H]1OC1=CC(=C(C(=C1)F)F)F)S(=O)(=O)C1=C(C#N)C=C(C=C1)C(F)(F)F)CO